(5RS,7RS)-2-{[3-Fluoro-2-(trifluoromethyl)pyridin-4-yl]methyl}-3-oxo-7-(trifluoromethyl)-2,3,5,6,7,8-hexahydro[1,2,4]triazolo[4,3-a]pyridin FC=1C(=NC=CC1CN1N=C2N(CC[C@H](C2)C(F)(F)F)C1=O)C(F)(F)F |r|